C(C1=CC=CC=C1)N1C(=CC=C1)C(=O)NC=1SC=C(N1)C(C)(C)OC(C)C 1-benzyl-N-(4-(2-isopropoxypropan-2-yl)thiazol-2-yl)-1H-pyrrole-2-carboxamide